ClC=1C(=NC(=NC1)NC1=CC=C(C=C1)N=S(=O)(C)C)N1C=CC=2C(=CC=CC12)N 1-[5-Chloro-2-[4-[[dimethyl(oxo)-λ6-sulfanylidene]amino]anilino]-pyrimidin-4-yl]indol-4-amine